5-(4-chlorobenzyl)-8-isopropyl-2-(5-methyl-1H-pyrazol-3-yl)-2,5,8-triazaspiro[3.5]nonane-6,9-dione ClC1=CC=C(CN2C3(CN(C3)C3=NNC(=C3)C)C(N(CC2=O)C(C)C)=O)C=C1